NC1=CC=C(C=C1)CCNC(=O)[C@H]1N(CC2(OCCO2)C1)C(CNC(=O)C1=CC=C(C=C1)OC1=CC=CC=C1)=O (8S)-N-[2-(4-Aminophenyl)ethyl]-7-{2-[(4-phenoxyphenyl)formamido]acetyl}-1,4-dioxa-7-azaspiro[4.4]nonane-8-carboxamide